C1=CC(=C(C=C1C2=CC(=O)C3=C(C=C(C=C3O2)O[C@H]4[C@@H]([C@H]([C@@H]([C@H](O4)C(=O)O)O)O)O[C@H]5[C@@H]([C@H]([C@@H]([C@H](O5)C(=O)O)O)O)O)O)O)O[C@H]6[C@@H]([C@H]([C@@H]([C@H](O6)C(=O)O)O)O)O The molecule is a luteolin glucosiduronic acid that consists of luteolin substituted by a beta-D-glucopyranosyluronic acid-(1->2)-beta-D-glucopyranosiduronic acid group at position 7 and a beta-D-glucopyranosyluronic acid group at position 4' via glycosidic linkages. It is a dihydroxyflavone and a luteolin O-glucuronoside. It is a conjugate acid of a luteolin 7-O-[(beta-D-glucosyluronate)-(1->2)-(beta-D-glucosiduronate)] 4'-O-beta-D-glucosiduronate.